ClC=1C=C(C=NC1)C1=NC(=C2N=CN(C2=N1)[C@H]1[C@@H]([C@@H]([C@H](O1)C(=O)NC([2H])([2H])[2H])O)O)NC1CC1 (2s,3s,4r,5r)-5-(2-(5-chloropyridin-3-yl)-6-(cyclopropylamino)-9H-purin-9-yl)-3,4-dihydroxy-N-(methyl-d3)tetrahydrofuran-2-carboxamide